FC=1C=C(C=CC1COC)CN (3-fluoro-4-(methoxymethyl)phenyl)methylamine